C(C)P(=O)C(C(=O)O)CC(C)C ethylphosphinylisohexanoic acid